COC(=O)C1=CC2=C(N=CS2)C(=C1)C1CCOCC1 4-(Oxan-4-yl)-1,3-benzothiazole-6-carboxylic acid methyl ester